(3-(2-((5-azaspiro[2.4]heptan-1-yl)amino)-5-(trifluoromethyl)pyrimidin-4-yl)-1H-indol-7-yl)dimethylphosphine oxide C1(CC12CNCC2)NC2=NC=C(C(=N2)C2=CNC1=C(C=CC=C21)P(C)(C)=O)C(F)(F)F